1,2,3-trigalloyl-glucose C(C1=CC(O)=C(O)C(O)=C1)(=O)C(=O)[C@](O)([C@@](O)([C@H](O)[C@H](O)CO)C(C1=CC(O)=C(O)C(O)=C1)=O)C(C1=CC(O)=C(O)C(O)=C1)=O